2-hydroxypropanimidamide hydrochloride Cl.OC(C(N)=N)C